1-(4-chloro-2-propylnaphthalen-1-yl)-1H-pyrrole-2,5-dione ClC1=CC(=C(C2=CC=CC=C12)N1C(C=CC1=O)=O)CCC